FC(C(=O)O)(F)F.NCC(CC=1N(C(NN1)=O)C1=NC=C(C=C1F)C1=CC=C(C=C1)S(=O)(=O)C)=C(F)F [2-(aminomethyl)-3,3-difluoro-allyl]-4-[3-fluoro-5-(4-methylsulfonylphenyl)-2-pyridinyl]-1,2,4-triazol-3-one trifluoroacetate salt